tert-Butyl N-[2-[(2-oxoazepan-3-yl)amino]ethyl]carbamate O=C1NCCCCC1NCCNC(OC(C)(C)C)=O